C[C@@H]1O[C@@H](CN(C1)C=1C=CC(=NC1)C=1C=NC(=CC1NC1=NC(=CC(=C1)N1CC(C1)OC)S(=O)(=O)C)NC(C)=O)C N-(5-(cis-2,6-dimethyl-morpholino)-4'-((4-(3-methoxy-azetidin-1-yl)-6-(methylsulfonyl)pyridin-2-yl)amino)-[2,3'-bipyridin]-6'-yl)acetamide